OC(C(=O)OCC)(C(C)C)C(F)(F)F ethyl 2-hydroxy-3-methyl-2-(trifluoromethyl)butanoate